3-(2,5-Diethylfuran-3-yl)-1-{[2-(dimethylamino)ethyl](1-methyl-1H-pyrazol-4-yl)sulfamoyl}urea C(C)C=1OC(=CC1NC(NS(N(C=1C=NN(C1)C)CCN(C)C)(=O)=O)=O)CC